C(#N)C1=C(C=CC(=C1)O)[C@H](CC)C=1C=NN(C1)C (1S,2S)-1-(2-cyano-4-hydroxyphenyl)-1-(1-methyl-1H-pyrazol-4-yl)propan